3-allyl-2,4-pentanedione C(C=C)C(C(C)=O)C(C)=O